ClC1=C(C=CC=C1CCN[C@@H]([C@H]1CNC2=C(N1)N=CC=C2)C2=CC=CC=C2)CC(=O)O 2-(2-chloro-3-(2-(((R)-phenyl((R)-1,2,3,4-tetrahydropyrido[2,3-b]pyrazin-3-yl)methyl)amino)ethyl)phenyl)acetic acid